N-(4-(3-(3,5-dimethylisoxazol-4-yl)-5-methylphenoxy)-3,5-dimethylphenyl)-2-(2-oxopyrrolidin-1-yl)acetamide CC1=NOC(=C1C=1C=C(OC2=C(C=C(C=C2C)NC(CN2C(CCC2)=O)=O)C)C=C(C1)C)C